FC(C(C(F)F)(O)C1=CC=C(C=C1)C1=CC=C(C=C1)C=O)F 4'-(1,1,3,3-Tetrafluoro-2-hydroxypropan-2-yl)-[1,1'-biphenyl]-4-carbaldehyde